2-Pyrrolecarboxaldehyde benzoyl hydrazone C(C1=CC=CC=C1)(=O)NN=CC=1NC=CC1